C(C)(C)(C)OC(=O)N1C(C=CC1)=O 2-oxo-3-pyrroline-1-carboxylic acid tert-butyl ester